2-[2-(1-acetylpiperidin-4-yl)ethylamino]-6-[2-cyano-3-[[ethyl(methyl)sulfamoyl]amino]phenyl]-8-methyl-7-oxopyrido[2,3-d]pyrimidine C(C)(=O)N1CCC(CC1)CCNC=1N=CC2=C(N1)N(C(C(=C2)C2=C(C(=CC=C2)NS(N(C)CC)(=O)=O)C#N)=O)C